CN(C(OC1=CC=2CC[C@H]3[C@@H]4CC[C@]([C@@]4(C)CC[C@@H]3C2C=C1N1CCN(CC1)C([C@H]1N(CCC1)C(=O)C1=NC2=CC=CC=C2C=C1)=O)(O)C#C)=O)C (17β)-17-ethynyl-17-hydroxy-2-{4-[1-(quinolin-2-ylcarbonyl)-L-prolyl]piperazin-1-yl}estra-1,3,5(10)-trien-3-yl dimethylcarbamate